5-((4-chloro-5-((2,2'-dimethyl-4''-(2-oxoethoxy)-[1,1':3',1''-terphenyl]-3-yl)methoxy)-2-formylphenoxy)methyl)nicotinonitrile ClC1=CC(=C(OCC=2C=NC=C(C#N)C2)C=C1OCC=1C(=C(C=CC1)C1=C(C(=CC=C1)C1=CC=C(C=C1)OCC=O)C)C)C=O